CC=1C=CC=C(C1)B(O)O 5-methylbenzeneboronic acid